BrC1=CC=C(N=N1)C(=O)OC methyl 6-bromopyridazine-3-carboxylate